N1=C(N=CC=C1)C1(CC1)NC(=O)[C@H]1CN(CC[C@@H]1NC(=O)C1=NOC(=C1)C1=CC=CC=C1)CC1CC1 (3S,4S)-1-cyclopropylmethyl-4-[(5-phenyl-isoxazole-3-carbonyl)-amino]-piperidine-3-carboxylic acid (1-pyrimidin-2-yl-cyclopropyl)-amide